5-[4-amino-5-(trifluoromethyl)pyrrolo[2,1-f][1,2,4]triazin-7-yl]-2-chloro-N-[(3R,4S)-4-fluoro-1-(2-fluoro-2-methylpropanoyl)pyrrolidin-3-yl]benzamide NC1=NC=NN2C1=C(C=C2C=2C=CC(=C(C(=O)N[C@@H]1CN(C[C@@H]1F)C(C(C)(C)F)=O)C2)Cl)C(F)(F)F